(3S,5S)-5-(3-((1,1-dioxido-2,3-dihydrobenzo[d]isothiazol-5-yl)amino)-1H-pyrazol-5-yl)tetrahydrofuran-3-yl isopropylcarbamate C(C)(C)NC(O[C@@H]1CO[C@@H](C1)C1=CC(=NN1)NC=1C=CC2=C(CNS2(=O)=O)C1)=O